C(N)(=O)C1=CC(=C(C=C1)C1=CC(=CC=C1)C(CCN1N(C(CC1)=O)CCC1=CC(=C(C(=O)OC)C(=C1)F)F)O)C methyl 4-(2-(2-(3-(4'-carbamoyl-2'-methyl-[1,1'-biphenyl]-3-yl)-3-hydroxypropyl)-5-oxopyrazolidin-1-yl)ethyl)-2,6-difluorobenzoate